COC1=NC(=CC=C1NC(=O)C=1C(=NOC1C)C1=CC=CC=C1)C=1OC=NN1 N-[2-Methoxy-6-(1,3,4-oxadiazol-2-yl)-3-pyridyl]-5-methyl-3-phenyl-isoxazole-4-carboxamide